C(=C)C=1OC(C(N1)(C)C)=O vinyl-4,4-dimethyl-2-oxazoline-5-one